C(=O)(O)[C@H](CCN(CCCCC1=NC=2NCCCC2C=C1)CCOC1=CC=CC=C1)NC(=O)N1C[C@@H]2C([C@@H]2C1)C(=O)O (1S,5R)-3-[[(1S)-1-carboxy-3-[2-phenoxyethyl-[4-(5,6,7,8-tetrahydro-1,8-naphthyridin-2-yl)butyl]amino]propyl]carbamoyl]-3-azabicyclo[3.1.0]hexane-6-carboxylic acid